3,6-dicyano-5-(4-chlorophenyl)-1,2,4-triazazine C(#N)N1NN=C(C(=N1)C1=CC=C(C=C1)Cl)C#N